ClC=1C=C(C=CC1F)N(C1=NC=NC2=CC(=C(C=C12)OCCOCCOCCOCCOCCOCCOCCC(=O)NC1=C2CN(C(C2=CC=C1)=O)C1C(NC(CC1)=O)=O)OC)CC1=CC=C(C=C1)[N+](=O)[O-] 1-((4-((3-chloro-4-fluorophenyl)(4-nitrobenzyl)amino)-7-methoxyquinazolin-6-yl)oxy)-N-(2-(2,6-dioxopiperidin-3-yl)-1-oxoisoindolin-4-yl)-3,6,9,12,15,18-hexaoxaheneicosane-21-amide